NC1=CC=2NC3=CC=C(C=C3C2C=C1)N 2,6-diaminocarbazole